butyl-4-vinylimidazole trichloromethanesulfonate ClC(S(=O)(=O)O)(Cl)Cl.C(CCC)C=1NC=C(N1)C=C